2-((6-(thiazol-5-yl)pyridin-3-yl)methyl)oxazole-4-carboxylic acid S1C=NC=C1C1=CC=C(C=N1)CC=1OC=C(N1)C(=O)O